CO[C@@H]([C@H](C)S(=O)(=O)N)CC=C (2S,3R)-3-METHOXYHEX-5-ENE-2-SULFONAMIDE